4-methyl-indole-2,3-dione CC1=C2C(C(NC2=CC=C1)=O)=O